decafluoro-2-hexyne FC(C(C(C#CC(F)(F)F)(F)F)(F)F)(F)F